Trans-3-(1-(4-(trifluoromethyl)benzyl)-5-(4-(trifluoromethyl)phenyl)piperidin-3-yl)propionic acid FC(C1=CC=C(CN2C[C@H](C[C@@H](C2)C2=CC=C(C=C2)C(F)(F)F)CCC(=O)O)C=C1)(F)F